α-terthienyl C1=CSC(C2=CC=C(C3=CC=CS3)S2)=C1